ClC=1C=C(C=CC1Cl)C(=O)N1CC=2C(=NN3C2C=2C(CC(C3)=C)=CON2)CC1 (3,4-Dichlorophenyl)(5-methylidene-5,6,9,10-tetrahydro-4H-[1,2]oxazolo[3,4-c]pyrido-[4',3':3,4]pyrazolo[1,5-a]azepin-11(12H)-yl)methanone